C(#N)C=1COC(C1C=CC=1SC(=CC1)C1=CC=C(C=C1)N(C)C)(C)C 3-cyano-4-(2-(5-(4-(dimethylamino)phenyl)thiophen-2-yl)vinyl)-5,5-dimethylfuran